CC1=CC(=CC2=C1NC(=N2)NC(OCCOC)=O)C2=NNC(C1=CC=CC=C21)=O 2-Methoxyethyl (7-methyl-5-(4-oxo-3,4-dihydrophthalazin-1-yl)-1H-benzimidazol-2-yl)carbamat